BrC1=NC(=CC=C1NC(C)C1=NN(C=2N(C(C=3C=C(C=CC3C21)C)=O)C)CC)C (1-((2-bromo-6-methylpyridin-3-yl)amino)ethyl)-3-ethyl-4,7-dimethyl-3,4-dihydro-5H-pyrazolo[3,4-c]isoquinolin-5-one